4-(3-(4-acryloylmorpholin-3-yl)-5-chlorophenyl)pyrimidine-2-carboxamide C(C=C)(=O)N1C(COCC1)C=1C=C(C=C(C1)Cl)C1=NC(=NC=C1)C(=O)N